(4-Amino-2-((1-(methylsulfonyl)piperidin-4-yl)amino)pyrimidin-5-yl)(2,3-difluoro-6-methoxyphenyl)methanone NC1=NC(=NC=C1C(=O)C1=C(C(=CC=C1OC)F)F)NC1CCN(CC1)S(=O)(=O)C